3-(((7-chloro-8-fluoro-2-((hexahydro-1H-pyrrolizin-7a-yl)methoxy)pyrido[4,3-d]pyrimidin-4-yl)amino)methyl)thietane 1,1-dioxide ClC1=C(C=2N=C(N=C(C2C=N1)NCC1CS(C1)(=O)=O)OCC12CCCN2CCC1)F